ethoxycarbonylpiperazin C(C)OC(=O)N1CCNCC1